C(CCCCCCCCC)(=O)OC(CSCCCCCC)CCCCCC(CCCCCC(CSCCCCCC)OC(CCCCCCCCC)=O)N(CCC)CCCCO[Si](C1=CC=CC=C1)(C1=CC=CC=C1)C(C)(C)C 8-((4-((tert-Butyldiphenylsilyl)oxy)butyl)(propyl)amino)-1,15-bis(hexylthio)pentadec-ane-2,14-diyl bis(decanoate)